(3-(6,7-dichloro-3-(1H-pyrazol-4-yl)-1H-indol-2-yl)-1H-1,2,4-triazol-5-yl)-2-methoxyethan-1-one ClC1=CC=C2C(=C(NC2=C1Cl)C1=NNC(=N1)C(COC)=O)C=1C=NNC1